N1-methyl-4-[(trifluoromethyl)thio]benzene-1,2-diamine CNC=1C(=CC(=CC1)SC(F)(F)F)N